((4-ethylpiperazin-1-yl)methyl)-N-(3-(4-methyl-1H-imidazol-1-yl)-5-(trifluoromethyl)phenyl)benzamide C(C)N1CCN(CC1)CC1=C(C(=O)NC2=CC(=CC(=C2)C(F)(F)F)N2C=NC(=C2)C)C=CC=C1